N1=C(C=NC(=C1)CCC(=O)O)CCC(=O)O 3,3'-(pyrazine-2,5-diyl)dipropanoic acid